(S)-2-((4-(6-((4-acetyl-2-(trifluoromethoxy)benzyl)oxy)pyridin-2-yl)piperidine-1-yl)methyl)-1-(oxetan-2-ylmethyl)-1H-benzo[d]imidazole-6-carboxylic acid methyl ester COC(=O)C=1C=CC2=C(N(C(=N2)CN2CCC(CC2)C2=NC(=CC=C2)OCC2=C(C=C(C=C2)C(C)=O)OC(F)(F)F)C[C@H]2OCC2)C1